N[C@@H]1CN(CC[C@H]1F)C1=NC2=C(N1CC1=NC=C(C=C1)C#N)C=CC=C2C#N 2-((3r,4r)-3-amino-4-fluoropiperidin-1-yl)-1-((5-cyanopyridin-2-yl)methyl)-1H-benzo[d]imidazole-4-carbonitrile